tert-butyl (2-((7-(2-((tert-butoxycarbonyl)amino)-7-fluorobenzo[d]thiazol-4-yl)-6-chloro-2-(3-(dimethylamino)azetidin-1-yl)-8-fluoroquinazolin-4-yl)amino)ethyl)carbamate C(C)(C)(C)OC(=O)NC=1SC2=C(N1)C(=CC=C2F)C2=C(C=C1C(=NC(=NC1=C2F)N2CC(C2)N(C)C)NCCNC(OC(C)(C)C)=O)Cl